(R,E)-3-(4-chlorophenyl)-N-((3,3-difluoropiperidin-1-yl)sulfonyl)-4-phenyl-4,5-dihydro-1H-pyrazole-1-carboxamide chloride [Cl-].ClC1=CC=C(C=C1)C1=NN(C[C@H]1C1=CC=CC=C1)C(=O)NS(=O)(=O)N1CC(CCC1)(F)F